ClC=1C=C(C=CC1Cl)CCN(C(O)=O)CC.C1(CCC2C3CCC(C12)C3)(CC=CC(=O)O)CC=CC(=O)O.CN3N=C(N=N3)C3=NC=CC=C3 2-(2-methyl-2H-tetrazole-5-yl)pyridine (Octahydro-4,7-methano-1H-indenediyl)bis(methylene)diacrylate 3,4-dichlorophenyl-diethylcarbamate